3-((3-methoxy-4-(2-(pyrrolidin-1-yl)ethoxy)benzyl)(methyl)amino)propan-2-ol COC=1C=C(CN(CC(C)O)C)C=CC1OCCN1CCCC1